ClC(OC1=CC=C(C=C1)NC(=O)C1=CN(C(C=C1)=O)C1=CN=C2N1N=CC=C2)(F)F N-[4-(Chlorodifluoromethoxy)phenyl]-1-{imidazo[1,2-b]pyridazin-3-yl}-6-oxo-1,6-dihydropyridine-3-carboxamide